tri(methoxyphenyl)phosphine tert-Butyl-(5-chloro-3-(1-(difluoromethyl)-1H-pyrazol-4-yl)-2-methyl-3H-imidazo[4,5-b]pyridin-7-yl)carbamate C(C)(C)(C)N(C(O)=O)C1=C2C(=NC(=C1)Cl)N(C(=N2)C)C=2C=NN(C2)C(F)F.COC2=C(C=CC=C2)P(C2=C(C=CC=C2)OC)C2=C(C=CC=C2)OC